(4,7-dihydroxy-1-naphthyl)dimethyl-sulfonium chloride [Cl-].OC1=CC=C(C2=CC(=CC=C12)O)[S+](C)C